C(C)N1CCC(CC1)N1CCC(CC1)C(=O)OCC(COC(CC12C[C@]3(C[C@](CC(C1)C3)(C2)C)C)=O)COC(CCCCCCC\C=C/C\C=C/CCCCC)=O 3-(2-((1r,3R,5S,7r)-3,5-dimethyladamantan-1-yl)acetoxy)-2-((((9Z,12Z)-octadeca-9,12-dienoyl)oxy)methyl)propyl 1'-ethyl-[1,4'-bipiperidine]-4-carboxylate